2-(3-bromophenyl)oxetane-2-carbaldehyde BrC=1C=C(C=CC1)C1(OCC1)C=O